(3-Fluorobenzyl)-N-(1-phenethylpiperidin-4-yl)-2-furoamide FC=1C=C(CC2=C(OC=C2)C(=O)NC2CCN(CC2)CCC2=CC=CC=C2)C=CC1